ClC=1C=C(C(=C2C(N(CC12)[C@H]1C(NC(CC1)=O)=O)=O)F)CNC(OC1CC(C1)N1N=CC=C1C(F)(F)F)=O (1r,3r)-3-(5-(trifluoromethyl)-1H-pyrazol-1-yl)cyclobutyl ((7-chloro-2-(2,6-dioxopiperidin-3-yl)-4-fluoro-3-oxoisoindolin-5-yl)methyl)carbamate